BrC1=C(C=C(C=C1)N)OC 4-bromo-3-methoxy-phenylamine